(7-ethyl-7-hydroxy-5H,6H-cyclopenta[b]pyridin-2-ylamino)pyrimidine-5-carbonitrile C(C)C1(CCC=2C1=NC(=CC2)NC2=NC=C(C=N2)C#N)O